tert-butyl 3-[4-(2-methylpyrazol-3-yl)phenyl]azetidine-1-carboxylate CN1N=CC=C1C1=CC=C(C=C1)C1CN(C1)C(=O)OC(C)(C)C